C(C1=CC=CC=C1)NC(N(C=1N=NC(=CC1)C=1C=NN(C1)C)[C@@H]1CC[C@H](CC1)NC1=NC=C(C=C1)C#N)=O 3-benzyl-1-(trans-4-((5-cyanopyridin-2-yl)amino)cyclohexyl)-1-(6-(1-methyl-1H-pyrazol-4-yl)pyridazin-3-yl)urea